[1-[3-amino-6-(2-hydroxyphenyl)pyridazin-4-yl]-4-phenyl-4-piperidyl]-(2,7-diazaspiro[3.4]octan-2-yl)methanone NC=1N=NC(=CC1N1CCC(CC1)(C1=CC=CC=C1)C(=O)N1CC2(C1)CCNC2)C2=C(C=CC=C2)O